C(#N)C1=CC(=C(COC2=CC=CC(=N2)C2CCN(CC2)CC2=NC3=C(N2C[C@H]2OCC2)C=C(C=C3OC)C(=O)O)C=C1)F (S)-2-((4-(6-((4-Cyano-2-fluorobenzyl)oxy)pyridin-2-yl)piperidin-1-yl)methyl)-4-methoxy-1-(oxetan-2-ylmethyl)-benzo[d]imidazole-6-carboxylic acid